(E)-N-(tert-butyl)-3-((2-((4-(3-(3,5-dimethoxyphenyl)acryloyl)phenyl)amino)-5-methylpyrimidin-4-yl)amino)benzenesulfonamide C(C)(C)(C)NS(=O)(=O)C1=CC(=CC=C1)NC1=NC(=NC=C1C)NC1=CC=C(C=C1)C(\C=C\C1=CC(=CC(=C1)OC)OC)=O